3-chloro-5-(2,6-difluorophenyl)-N-methoxy-6H-pyrazolo[1,5-a][1,3,5]benzotriazepine-9-carboxamide ClC=1C=NN2C1N=C(NC1=C2C=C(C=C1)C(=O)NOC)C1=C(C=CC=C1F)F